4-(3-trihydroxysilylpropyl)-4,7,7-trimethyl-4,7-diazadecane-4,7-diium-1,10-disulfonate O[Si](CCC[N+](CCCS(=O)(=O)[O-])(CC[N+](CCCS(=O)(=O)[O-])(C)C)C)(O)O